7-(4-(isopropylamino)-5-(5-(pyrrolidin-1-yl)-1,3,4-thiadiazol-2-yl)pyridin-2-yl)pyrrolo[1,2-b]pyridazine-3-carbonitrile C(C)(C)NC1=CC(=NC=C1C=1SC(=NN1)N1CCCC1)C1=CC=C2N1N=CC(=C2)C#N